ClC1=NC(=NC(=C1)C)NC(=O)NC1=CC(=C(C=C1)Cl)Cl 1-(4-chloro-6-methylpyrimidin-2-yl)-3-(3,4-dichlorophenyl)urea